C(=C)C1=C(C2=CC3=C(C=C(N3)C=C3C=C(C(C=C4C(=C(C(=CC1=N2)N4)C)C=C)=N3)C)C)C 8,13-divinyl-3,7,12,17-tetramethyl-21H,23H-porphine